(R)-2-((1-(3-(2-([1,1'-bi(cyclopropan)]-1-yl)pyrimidin-5-yl)-7-fluoro-2-methyl-1-oxo-1,2-dihydroisoquinolin-5-yl)ethyl)amino)benzoic acid C1(CC1)(C1CC1)C1=NC=C(C=N1)C=1N(C(C2=CC(=CC(=C2C1)[C@@H](C)NC1=C(C(=O)O)C=CC=C1)F)=O)C